biphenyl-2-ylcarbamic acid-(2-{[4-(4-carbamoylpiperidin-1-ylmethyl)benzoyl]methylamino}ethyl)piperidin-4-yl ester C(N)(=O)C1CCN(CC1)CC1=CC=C(C(=O)N(CCN2CCC(CC2)OC(NC2=C(C=CC=C2)C2=CC=CC=C2)=O)C)C=C1